(R)-4-{4'-[2-(2,4-dimethyl-3-oxopiperazin-1-yl)ethoxy]-3-methoxy-[1,1'-biphenyl]-4-yl}-6-methyl-1H-pyrrolo[2,3-c]pyridin-7(6H)-one C[C@H]1N(CCN(C1=O)C)CCOC1=CC=C(C=C1)C1=CC(=C(C=C1)C=1C2=C(C(N(C1)C)=O)NC=C2)OC